1,2-Epoxyeicosane 3-sulfopropylacrylate potassium salt [K+].S(=O)(=O)([O-])CCCOC(C=C)=O.C1C(CCCCCCCCCCCCCCCCCC)O1